N-(4-(2-cyanopropan-2-yl)pyridin-2-yl)-6-(7-(methylamino)-1,6-naphthyridin-3-yl)pyridazine-4-carboxamide C(#N)C(C)(C)C1=CC(=NC=C1)NC(=O)C1=CN=NC(=C1)C=1C=NC2=CC(=NC=C2C1)NC